C(C)(C)C=1C=NN2C1N=C(N=C2NCC2=CC=C(C=C2)NC(CC)=O)O[C@H]2CNCCC2 (R)-N-(4-(((8-isopropyl-2-(piperidin-3-yloxy)pyrazolo[1,5-a][1,3,5]triazin-4-yl)amino)methyl)phenyl)propanamide